1-(4-(3-isopropyl-2-(5-methyl-[1,2,4]triazolo[1,5-a]pyridin-7-yl)-1H-indol-5-yl)piperidin-1-yl)-2-methylpropan-2-ol C(C)(C)C1=C(NC2=CC=C(C=C12)C1CCN(CC1)CC(C)(O)C)C1=CC=2N(C(=C1)C)N=CN2